C(C)OC(=O)C=1C(=NN(C1N)CC1CC1)SC.C1(=CC=C(C=C1)C1=CC(=NC=C1)CN1CCC(CC1)C)C1=CC=CC=C1 4-([1,1'-biphenyl]-4-yl)-2-((4-methylpiperidin-1-yl)methyl)pyridine ethyl-5-amino-1-(cyclopropylmethyl)-3-(methylsulfanyl)-1H-pyrazole-4-carboxylate